N1=CC=CC=2C=C3C=CCN3C21 8H-pyrido[3,2-b]pyrrolizine